N-(2,4-dimethoxybenzyl)benzenesulfonamide COC1=C(CNS(=O)(=O)C2=CC=CC=C2)C=CC(=C1)OC